(S)-1-(4,8-dioxo-4,8-dihydrothieno[2',3':4,5]benzo[1,2-c][1,2,5]thiadiazole-6-carbonyl)piperidine-3-carboxylic acid ethyl ester C(C)OC(=O)[C@@H]1CN(CCC1)C(=O)C1=CC2=C(C(C=3C(=NSN3)C2=O)=O)S1